(E)-3-((3-(2-(2-(4-(dimethylamino)-N-methylbut-2-enamido)acetamido)ethyl)phenyl)amino)-5-(isopropyl(methyl)amino)-6-vinylpyrazine-2-carboxamide CN(C/C=C/C(=O)N(C)CC(=O)NCCC=1C=C(C=CC1)NC=1C(=NC(=C(N1)N(C)C(C)C)C=C)C(=O)N)C